cyclohexyl-p-bromophenol C1(CCCCC1)C1=C(C=CC(=C1)Br)O